4,7-dibromo-2-(2-hexyldecyl)-2H-benzo[d][1,2,3]triazole-5,6-diamine BrC1=C(C(=C(C2=NN(N=C21)CC(CCCCCCCC)CCCCCC)Br)N)N